2-methyl-6-(2,3,5,6-tetrafluoro-4'-(pyrrolidin-1-ylmethyl)-[1,1'-biphenyl]-4-yl)-1H-benzo[d]imidazole-4-carboxylic acid CC1=NC2=C(N1)C=C(C=C2C(=O)O)C2=C(C(=C(C(=C2F)F)C2=CC=C(C=C2)CN2CCCC2)F)F